4-(3-(5-fluoropyridin-2-yl)-1-methyl-1H-pyrazol-4-yl)-2-isopropyl-1H-pyrrolo[2,3-b]pyridine FC=1C=CC(=NC1)C1=NN(C=C1C1=C2C(=NC=C1)NC(=C2)C(C)C)C